3-amino-4-(4-methylpiperidin-1-yl)phenol NC=1C=C(C=CC1N1CCC(CC1)C)O